FC(C1=NN(C(=C1)C(F)F)CC(=O)N1CCC(CC1)C=1SC=C(N1)C1=NO[C@H](C1)C1=C(C=CC=C1Cl)OS(=O)(=O)C)F methanesulfonic acid-2-{(5R)-3-[2-(1-{[3,5-bis(difluoromethyl)-1H-pyrazol-1-yl]acetyl}piperidine-4-yl)-1,3-thiazol-4-yl]-4,5-dihydro-1,2-oxazol-5-yl}-3-chlorophenyl ester